3-(aminomethyl)cyclobutane-1-ol hydrochloride Cl.NCC1CC(C1)O